(benzoyloxyphenyl)diphenyl-sulfonium C(C1=CC=CC=C1)(=O)OC1=C(C=CC=C1)[S+](C1=CC=CC=C1)C1=CC=CC=C1